C(C1=CC=CC=C1)(=O)OC1=C(C(=C(C=C1C)C1=CC=CC2=CC=CC=C12)C)OC(C1=CC=CC=C1)=O 4-(1-naphthyl)-3,6-dimethyl-1,2-phenylene dibenzoate